C(C=C)(=O)N1CCN(CC1)C=1C(=NC=NC1)C1=CC(=C(CNC(=O)C=2N=NN(N2)C(C)(C)C)C=C1)C N-(4-(5-(4-acryloylpiperazin-1-yl)pyrimidin-4-yl)-2-methylbenzyl)-2-(tert-butyl)-2H-tetrazole-5-carboxamide